(R,E)-2-cyano-N-(1-(3-fluorophenyl)ethyl)-3-(1H-pyrrolo[2,3-b]pyridin-3-yl)acrylamide C(#N)/C(/C(=O)N[C@H](C)C1=CC(=CC=C1)F)=C\C1=CNC2=NC=CC=C21